4-(ethylsulfanylmethyl)piperidine-1-carboxylic acid tert-butyl ester C(C)(C)(C)OC(=O)N1CCC(CC1)CSCC